(S)-6-((S)-5-Chloro-6-fluoro-2-phenyl-2-((S)-pyrrolidin-2-yl)-2,3-dihydrobenzofuran-4-yl)-5-fluoroquinazoline-7-carboxamide ClC=1C(=CC2=C(C[C@@](O2)([C@H]2NCCC2)C2=CC=CC=C2)C1C=1C(=C2C=NC=NC2=CC1C(=O)N)F)F